sodium 2-[1-(2-hydroxyethyl)-2-undecyl-4,5-dihydroimidazol-1-ium-1-yl]acetate OCC[N+]1(C(=NCC1)CCCCCCCCCCC)CC(=O)[O-].[Na]